FC1=C(C(=O)C2=CC=CC=C2)C=C(C=C1)C(F)(F)F 2-fluoro-5-(trifluoromethyl)benzophenone